C(C)(C)N1C(=C(C2=C1N=CN=C2N)C2=CC=C(C=C2)OC2=CC=CC=C2)C#CC2CN(C2)S(=O)(=O)C=C 7-isopropyl-5-(4-phenoxyphenyl)-6-((1-(vinylsulfonyl)azetidin-3-yl)ethynyl)-7H-pyrrolo[2,3-d]pyrimidin-4-amine